C(C)C1=C(C(=CC=C1)CC)N=C=NC1=C(C=CC=C1CC)CC bis(2,6-diethylphenyl)carbodiimide